triethylene glycol bisxanthate OC(=S)S.OC(=S)S.C(COCCOCCO)O